7-(3-pyridyl)-2-azabicyclo[2.2.2]oct-5-ene N1=CC(=CC=C1)C1C2NCC(C=C2)C1